BrC=1C(=C2C(=C(NC2=CC1)I)CC(CO[Si](C1=CC=CC=C1)(C1=CC=CC=C1)C(C)(C)C)(C)C)F [3-(5-bromo-4-fluoro-2-iodo-1H-indol-3-yl)-2,2-dimethyl-propoxy]-tert-butyl-diphenyl-silane